C(=C)C(C1=CC=CC=C1)NCCC[Si](OCCCN)(OC)OC N-(vinylbenzyl)-2-aminoethyl-3-aminopropyl-trimethoxysilane